(R)-1-(2-chlorophenyl)-2-(1,2,3,4-tetrazol-2-yl)ethan-1-ol ClC1=C(C=CC=C1)[C@H](CN1N=CN=N1)O